(R)-7-((6-((dimethyl-amino)methyl)-5-(tetrahydrofuran-3-yl)pyridin-2-yl)amino)-4-(6-methyl-pyrazolo[1,5-a]pyridin-3-yl)isoindolin-1-one CN(C)CC1=C(C=CC(=N1)NC=1C=CC(=C2CNC(C12)=O)C=1C=NN2C1C=CC(=C2)C)[C@@H]2COCC2